FC(C1=CC(=NC=C1)NC(=S)N)(F)F 1-(4-(trifluoromethyl)pyridin-2-yl)thiourea